IC=1C=NN(C1)C(C(=O)NC1=C(C=C(C=C1)C(F)(F)F)OCC#C)(C)C 2-(4-iodo-1H-pyrazol-1-yl)-2-methyl-N-(2-(prop-2-yn-1-yloxy)-4-(trifluoromethyl)phenyl)propanamide